FC1=C(NC(=O)C2C(N(CC2C2=CC(=CC=C2)C(F)(F)F)C)=O)C=CC=C1 2'-fluoro-1-methyl-2-oxo-4-[3-(trifluoromethyl)phenyl]pyrrolidine-3-carboxanilide